2-(3,5-dimethylphenyl)-N-[4-(4-fluorophenyl)-3-pyridyl]-N,2-dimethyl-propanamide CC=1C=C(C=C(C1)C)C(C(=O)N(C)C=1C=NC=CC1C1=CC=C(C=C1)F)(C)C